C(C)N(CC(=O)N)C 2-(ethyl-(methyl)amino)acetamide